Methyl-N-benzoyl-S-(2,3,4-triacetoxy-α-L-lyxosyl)-L-cysteine CN([C@@H](CS[C@H]1[C@](O)([C@](O)([C@@](O)(CO1)OC(C)=O)OC(C)=O)OC(C)=O)C(=O)O)C(C1=CC=CC=C1)=O